C1(=CC=CC=C1)C=1N(C(=C(N1)C)O)C 2-Phenyl-4-methyl-5-hydroxy-methylimidazol